8-(4-(difluoromethoxy)phenyl)-2-ethoxy-6-(4-methoxy-2-methylphenyl)pyrido[2,3-d]pyrimidin-7(8H)-one FC(OC1=CC=C(C=C1)N1C(C(=CC2=C1N=C(N=C2)OCC)C2=C(C=C(C=C2)OC)C)=O)F